C=1(CC=CCC1)P1(OC2=CC=CC=C2C=2C=CC=CC12)=O 10-(2,5-dihydrophenyl)-10H-9-oxa-10-phosphaphenanthrene-10-oxide